hydroxyl-nickel cobalt fluoride [Co](F)F.O[Ni]